2-[(2E)-2-(aminomethyl)-3-fluoroprop-2-en-1-yl]-4-({5-[2-(methylamino)quinazolin-6-yl]thiophen-2-yl}methyl)-2,4-dihydro-3H-1,2,4-triazol-3-one hydrochloride Cl.NC/C(/CN1N=CN(C1=O)CC=1SC(=CC1)C=1C=C2C=NC(=NC2=CC1)NC)=C\F